3-(carboxycarbonyl)-2,5-dichlorobenzene-1,4-dicarboxylic acid C(=O)(O)C(=O)C=1C(=C(C=C(C1C(=O)O)Cl)C(=O)O)Cl